(4,6-dimethyl-2-oxo-1,2-dihydropyridin-3-yl)methyl-2-methyl-5-(trans-3-morpholinocyclobutoxy)benzamide CC1=C(C(NC(=C1)C)=O)CC=1C(=C(C(=O)N)C=C(C1)O[C@@H]1C[C@H](C1)N1CCOCC1)C